3-(4,4-Dimethyl-2-oxo-3,4-dihydro-2H-pyran-6-yl)-5-methoxy-1-methyl-1H-indazole 2-oxide CC1(CC(OC(=C1)C1=[N+](N(C2=CC=C(C=C12)OC)C)[O-])=O)C